BrCCCCCCCC(=O)OC\C=C\CCCCCC (E)-non-2-en-1-yl 8-bromooctanoate